C(C)N(C1CCN(CC1)C1=C(C=C(C(=C1)OC)NC1=NC=NC(=C1)N1OCC[C@@H]1CC1=CC(=CC=C1)OC1=CC(=CC=C1)F)NC(C=C)=O)CC (S)-N-(2-(4-(diethylamino)piperidin-1-yl)-5-((6-(3-(3-(3-fluorophenoxy)benzyl)isoxazolidin-2-yl)pyrimidin-4-yl)amino)-4-methoxyphenyl)acrylamide